N-(5-(4-cyanophenyl)thiazolo[5,4-b]pyridin-2-yl)-4-(2-methoxy-5-nitrophenyl)nicotinamide C(#N)C1=CC=C(C=C1)C1=CC=C2C(=N1)SC(=N2)NC(C2=CN=CC=C2C2=C(C=CC(=C2)[N+](=O)[O-])OC)=O